4-((1-(2,5-dichlorophenyl)piperidin-4-yl)oxy)-1H-1,2,3-triazole-5-carboxylic acid ClC1=C(C=C(C=C1)Cl)N1CCC(CC1)OC=1N=NNC1C(=O)O